6-methoxy-N-(2-methoxyethyl)-2-(pyrrolidin-1-yl)-7-(3-(pyrrolidin-1-yl)prop-1-yn-1-yl)quinazolin-4-amine COC=1C=C2C(=NC(=NC2=CC1C#CCN1CCCC1)N1CCCC1)NCCOC